2-methyl-1,3-benzoxazole-5-carboxylic acid CC=1OC2=C(N1)C=C(C=C2)C(=O)O